OC1(CC(C1)C(=O)N1CC2(C1)CCC(CC2)C2=NC(=C(C=C2)C)C(C)C)C ((1s,3s)-3-hydroxy-3-methylcyclobutyl)(7-(6-isopropyl-5-methylpyridin-2-yl)-2-azaspiro[3.5]non-2-yl)methanone